ClC1=CC(=CN=N1)C=1C(=NOC1C)C 4-(6-chloropyridazin-4-yl)-3,5-dimethyl-isoxazole